FC(CN1C=2N(C(N=C(C2N=C1CO)N1C[C@H](N(C[C@@H]1C)C(=O)OC(C)(C)C)C)=O)C)F tert-butyl (2R,5S)-4-(9-(2,2-difluoroethyl)-8-(hydroxymethyl)-3-methyl-2-oxo-3,9-dihydro-2H-purin-6-yl)-2,5-dimethylpiperazine-1-carboxylate